C1(=CC=CC=C1)N(C1=CC=C(C2=CC=CC=C12)N)C1=CC=CC=C1 N4,N4-diphenylnaphthalene-1,4-diamine